(2R)-3-(((2,3-bis((4-aminobutanoyl)oxy)propoxy)(hydroxy)-phosphoryl)-oxy)propane-1,2-diyl ditetradecanoate dihydrochloride Cl.Cl.C(CCCCCCCCCCCCC)(=O)OC[C@H](COP(=O)(O)OCC(COC(CCCN)=O)OC(CCCN)=O)OC(CCCCCCCCCCCCC)=O